NC1=NN(C2=CC(=CC=C12)[C@@H]1C[C@@]12C(N(C1=CC=C(C=C21)OC)C(=O)OC(C)(C)C)=O)C(=O)OC(C)(C)C tert-butyl (1R,2S)-2-(3-amino-1-(tert-butoxycarbonyl)-1H-indazol-6-yl)-5'-methoxy-2'-oxospiro[cyclopropane-1,3'-indoline]-1'-carboxylate